tert-butyl (2-(6-bromo-1H-indol-3-yl)ethyl)(N,N-dimethylsulfamoyl)carbamate BrC1=CC=C2C(=CNC2=C1)CCN(C(OC(C)(C)C)=O)S(N(C)C)(=O)=O